C1(CCCC1)OC(=O)NCCC1=C(N=NN1C)C1=CC=C(C(=N1)C)O[C@@H]1C[C@H](CCC1)C(=O)O (1S,3S)-3-((6-(5-(2-(((cyclopentyl-oxy)carbonyl)amino)ethyl)-1-methyl-1H-1,2,3-triazol-4-yl)-2-methyl-pyridin-3-yl)oxy)cyclohexane-1-carboxylic acid